N-2-heptyl-acrylamide (3R)-tert-butyl-8-ethynyl-11,11-difluoro-8-hydroxy-3-methyl-3,4,8,9,10,11-hexahydro-1H-pyrido[4',3':3,4]pyrazolo[1,5-a]azepine-2(7H)-carboxylate C(C)(C)(C)OC(=O)N1CC=2C(=NN3C2C(CCC(C3)(O)C#C)(F)F)C[C@H]1C.CC(CCCCC)NC(C=C)=O